N-(tetrahydrofuran-3-yl)nicotinamide O1CC(CC1)NC(C1=CN=CC=C1)=O